C(C)(=O)O[C@@H](C=O)[C@@H](OC(C)=O)[C@@H](OC(C)=O)[C@H](OC(C)=O)COC(C)=O d-Galactose pentaacetate